C(C)C(C(=O)OCC(NCCC1=CC(=C(C=C1)OC)OC)=O)CC (3,4-dimethoxy-phenethylcarbamoyl)-methyl 2-ethylbutanoate